methyl 4-(tert-butoxy)-3-nitrobenzoate C(C)(C)(C)OC1=C(C=C(C(=O)OC)C=C1)[N+](=O)[O-]